(S)-5-((6-(3-Methoxypyrrolidin-1-yl)imidazo[1,2-b]pyridazin-3-yl)ethynyl)-N-(4-((4-methylpiperazin-1-yl)methyl)-3-(trifluoromethyl)phenyl)nicotinamide CO[C@@H]1CN(CC1)C=1C=CC=2N(N1)C(=CN2)C#CC=2C=NC=C(C(=O)NC1=CC(=C(C=C1)CN1CCN(CC1)C)C(F)(F)F)C2